urea, zirconium salt [Zr].NC(=O)N